[N-](S(=O)(=O)C(F)(F)F)S(=O)(=O)C(F)(F)F.CN1C=[NH+]C=C1 1-methylimidazolium bis(trifluoromethylsulfonyl)imide